CC1(C(N(C2=CC=CC(=C12)C=1C=CC(=C(C(=O)NC2=CC=C(C=C2)F)C1)C)C1=NC=CC=C1)=O)C 5-(3,3-dimethyl-2-oxo-1-(pyridin-2-yl)indolin-4-yl)-N-(4-fluorophenyl)-2-methylbenzamide